COC1=C(C=C(C=C1)B(O)O)CSC1=NC=CC=N1 (4-METHOXY-3-[(PYRIMIDIN-2-YLSULFANYL)METHYL]PHENYL)BORANEDIOL